tertbutyl N-(tert-butoxycarbonylamino)-N-(6-chloro-5-fluoro-3-pyridyl)-carbamate C(C)(C)(C)OC(=O)NN(C(OC(C)(C)C)=O)C=1C=NC(=C(C1)F)Cl